D-(+)-cellobiose octaacetate CC(=O)OCC1[C@H]([C@@H]([C@@H]([C@@H](O1)OC(=O)C)OC(=O)C)OC(=O)C)O[C@H]2[C@H]([C@H]([C@@H](C(O2)COC(=O)C)OC(=O)C)OC(=O)C)OC(=O)C